OC1=CC(=C(C=CC=2C=C(C=C(C2)O)O)C=C1)O[Si](CC)(CC)CC 5-(4-hydroxy-2-(triethylsiloxy)styryl)-1,3-benzenediol